(E)-1-(2-Chlorophenyl)-3-(3-ethoxy-4-hydroxyphenyl)prop-2-en-1-one ClC1=C(C=CC=C1)C(\C=C\C1=CC(=C(C=C1)O)OCC)=O